ClC1=C(C=C(C=C1)C(F)(F)F)NC(=O)C1=C(N=C(S1)N(C(=O)C1(CC1)C(=O)N)C1=CC(=CC(=C1)F)Cl)C1CC1 N-(5-((2-chloro-5-(trifluoromethyl)phenyl)carbamoyl)-4-cyclopropylthiazol-2-yl)-N-(3-chloro-5-fluorophenyl)cyclopropane-1,1-dicarboxamide